C(C)(C)C1CN(CCCN1)C1=NC(=C(C(=N1)NC=1C=C2C=NNC2=CC1)C)C N-(2-(3-isopropyl-1,4-diazepan-1-yl)-5,6-dimethylpyrimidin-4-yl)-1H-indazol-5-amine